5-{5-[(5-methoxypyridin-2-yl)methoxy]-1,3-benzoxazol-2-yl}-2-(methylcarbamoyl)pyridin-1-ium-1-ol COC=1C=CC(=NC1)COC=1C=CC2=C(N=C(O2)C=2C=CC(=[N+](C2)O)C(NC)=O)C1